BrC=1C(=C(C=CC1)C(CC=C)N(CCNC(OC(C)(C)C)=O)CCC)F tert-butyl N-[2-[1-(3-bromo-2-fluoro-phenyl)but-3-enyl-propyl-amino]ethyl]carbamate